COC1=CC=C(CC2(O)[C@H](N)[C@@H](O)[C@H](O)[C@H](O2)CO)C=C1.[Na] sodium 4-methoxybenzyl-D-glucosamine